7-ethyl-7-hydroxy-14-(3-chloropropyl)-10,13-dihydro-11H-[1,3]dioxolo[4,5-g]pyrano[3',4':6,7]indolizino[1,2-b]quinoline-8,11(7H)-dione C(C)C1(C(OCC=2C(N3CC=4C(=NC=5C=C6C(=CC5C4CCCCl)OCO6)C3=CC21)=O)=O)O